C[Si](C)(C)NC(=O)N[Si](C)(C)C N,N-bis(trimethylsilyl)urea